C(C)N(CC)C(C)(O)N(CC)CC bis-diethylaminoethanol